NC1=C2C(=NC=N1)N(N=C2C=2C(=C1CCN(C1=CC2)C(CC2=CC(=CC=C2)C(F)(F)F)=O)Cl)C(C)C 1-(5-(4-AMINO-1-ISOPROPYL-1H-PYRAZOLO[3,4-D]PYRIMIDIN-3-YL)-4-CHLOROINDOLIN-1-YL)-2-(3-(TRIFLUOROMETHYL)PHENYL)ETHAN-1-ONE